CC1(OCC2=C1N=C(N=C2)C(=O)N[C@@H]2C(N(C=1N(CC2)N=CC1)C)=O)CCC 7-Methyl-7-propyl-N-[(6S)-4-methyl-5-oxo-7,8-dihydro-6H-pyrazolo[1,5-a][1,3]diazepin-6-yl]-5H-furo[3,4-d]pyrimidin-2-carboxamid